[H+].[C@@H]([C@@H]([C@@H](C(=O)[O-])O)O)([C@@H](C(=O)[O-])O)O The molecule is an altrarate(1-) that is the conjugate base of D-altraric acid. It is a conjugate base of a D-altraric acid. It is a conjugate acid of a D-altrarate(2-). It is an enantiomer of a L-altrarate(1-).